5-(aminoethyl)thiazol-2-amine NCCC1=CN=C(S1)N